[O-]S(=O)(=O)C(F)(F)F.C(C)[N+]1=CC=C(C=C1)CCCC 1-Ethyl-4-butylpyridinium triflat